NC=1C=C(C=CC1)[Si](OC)(OC)OC m-AMINOPHENYL-TRIMETHOXYSILANE